3-[[4-[8-Chloro-7-[2-methyl-3-(2-trimethylsilylethoxymethyl)benzimidazol-5-yl]oxy-quinoxalin-2-yl]pyrazol-1-yl]methyl]-1-methyl-cyclobutanol ClC=1C(=CC=C2N=CC(=NC12)C=1C=NN(C1)CC1CC(C1)(O)C)OC1=CC2=C(N=C(N2COCC[Si](C)(C)C)C)C=C1